C(C1=CC=CC=C1)OCCCN1C(C2(CC1)CC1OC1C2)=O 1'-(3-(benzyloxy)propyl)-6-oxaspiro[bicyclo[3.1.0]hexane-3,3'-pyrrolidin]-2'-one